2-(4-(methylsulfinyl)phenylacetamido)-6,7-dihydrothieno[3,2-c]pyridine-5(4H)-carboxylate CS(=O)C1=CC=C(C=C1)CC(=O)NC1=CC=2CN(CCC2S1)C(=O)[O-]